3-({1-[(tert-butyldimethylsilyl)oxy]-2-methylpropan-2-yl}sulfanyl)-6-(5-chloro-2-fluorophenyl)pyridazin-4-amine [Si](C)(C)(C(C)(C)C)OCC(C)(C)SC=1N=NC(=CC1N)C1=C(C=CC(=C1)Cl)F